[Cl-].C[NH+]1CCOCC1 4-methylmorpholine-4-ium chloride